C[C@@H]1N(CCCC1)C[C@H]1NCC2=CC=CC=C2C1 (3S)-3-[[(2S)-2-methyl-1-piperidyl]methyl]-1,2,3,4-tetrahydroisoquinoline